ClC1=C(C=C(C=C1)NC(=O)N1C2CC(CC1C2)C)[C@H]2[C@@H](CCC2)C#N cis-N-(4-chloro-3-(trans-2-cyanocyclopentyl)phenyl)-3-methyl-6-azabicyclo[3.1.1]heptane-6-carboxamide